2-chloro-6-((2S,5R)-4-((3,3-difluorocyclobutyl)(4-(trifluoromethyl)phenyl)methyl)-5-ethyl-2-methylpiperazin-1-yl)-8-methyl-9H-purin ClC1=NC(=C2N=C(NC2=N1)C)N1[C@H](CN([C@@H](C1)CC)C(C1=CC=C(C=C1)C(F)(F)F)C1CC(C1)(F)F)C